2-ethylhexyl 2-cyano-3-phenylcinnamate C(#N)C1=C(C=CC(=O)OCC(CCCC)CC)C=CC=C1C1=CC=CC=C1